NC1CN(C1)CCC=1C=C2C=CN(C2=CC1)C=1C=C(C(=C(C#N)C1)OCCCl)Cl 5-(5-(2-(3-aminoazetidin-1-yl)ethyl)-1H-indol-1-yl)-3-chloro-2-(2-chloroethoxy)benzonitrile